N-(8-(((3S,4R)-3-fluoro-1-methylpiperidin-4-yl)amino)-2-(3-((2-methoxy-4-(methylsulfonyl)phenyl)amino)prop-1-yn-1-yl)-3-(2,2,2-trifluoroethyl)imidazo[1,2-a]pyridin-6-yl)propiolamide F[C@H]1CN(CC[C@H]1NC=1C=2N(C=C(C1)NC(C#C)=O)C(=C(N2)C#CCNC2=C(C=C(C=C2)S(=O)(=O)C)OC)CC(F)(F)F)C